ethyl (E)-3-[5-[1-[5-[5-[(4,6-difluoro-1H-indoL-5-yl)oxy]-2-fluoro-phenyl]-1-methyl-1,2,4-triazol-3-yl]ethyl]-2-thienyl]prop-2-enoate FC1=C2C=CNC2=CC(=C1OC=1C=CC(=C(C1)C1=NC(=NN1C)C(C)C1=CC=C(S1)/C=C/C(=O)OCC)F)F